1-azido-2-(2-(2-(2-[18F]fluoroethoxy)ethoxy)ethoxy)ethane N(=[N+]=[N-])CCOCCOCCOCC[18F]